COC=1C=C(C(=O)N)C=CC1NCC#CC=1N(C2=CC=CC(=C2C1)N[C@H]1C[C@@H](OCC1)C)CC(F)(F)F 3-methoxy-4-{[3-(4-{[(2S,4R)-2-methyloxan-4-yl]amino}-1-(2,2,2-trifluoroethyl)-1H-indol-2-yl)prop-2-yn-1-yl]amino}benzamide